tert-butyl (3S)-3-[[8-carbamoyl-6-(4-[3-oxa-8-azabicyclo[3.2.1]octan-8-ylmethyl]phenyl)pyrido[3,2-d]pyrimidin-4-yl]amino]piperidine-1-carboxylate C(N)(=O)C1=CC(=NC2=C1N=CN=C2N[C@@H]2CN(CCC2)C(=O)OC(C)(C)C)C2=CC=C(C=C2)CN2C1COCC2CC1